O=C(CCCCC(C)C)O 1-oxoisooctanol